O=C1NC(CCC1OC1=CC=C(C=C1)C1CCN(CC1)CC(=O)OC(C)(C)C)=O tert-butyl 2-(4-(4-((2,6-dioxopiperidin-3-yl)oxy)phenyl)piperidin-1-yl)acetate